FC=1C=CC2=C(NCC3=C(N2)N(N=C3)C)C1 7-Fluoro-1-methyl-1,4,5,10-tetrahydrobenzo[b]pyrazolo[3,4-e][1,4]diazepine